ClCCC[SiH2]C(Cl)Cl 3-Chloropropyldichloromethylsilan